CC(C)(O)C1=CC=CC=C1 alpha-methylphenylethanol